C(C)C1=C(C(OC2=CC(=CC=C12)N(CC)CC)=O)C(=O)O.O1C(=O)C=CC2=CC=CC=C12 Coumarin (ethyl 7-(diethylamino)coumarin-3-carboxylate)